N-(2-((tert-butyldimethylsilyl)oxy)ethyl)-3-chloro-N-methylisoquinoline-5-amine [Si](C)(C)(C(C)(C)C)OCCN(C=1C=2C=C(N=CC2C=CC1)Cl)C